NCCOCCOCCOCCC(=O)O 3-(2-(2-(2-aminoethoxy)-ethoxy)ethoxy)propanoic acid